IC=1[C@@H]([C@H]2[C@H](OC(O2)(C)C)C1COC(C1=CC=CC=C1)(C1=CC=CC=C1)C1=CC=CC=C1)O (3aS,4R,6aR)-5-iodo-2,2-dimethyl-6-((triphenylmethoxy)methyl)-4,6a-dihydro-3aH-cyclopenta[d][1,3]Dioxol-4-ol